ethynyl-4-methoxyphenylethynylmethylvinylsilane C(#C)[SiH](C=CC)C#CC1=CC=C(C=C1)OC